2-[(2R)-4-[2-(azetidin-1-yl)-4-fluorobenzoyl]-2-ethylpiperazin-1-yl]-N-[2-(dimethylamino)ethyl]-5-(2-ethoxypyridin-3-yl)benzamide N1(CCC1)C1=C(C(=O)N2C[C@H](N(CC2)C2=C(C(=O)NCCN(C)C)C=C(C=C2)C=2C(=NC=CC2)OCC)CC)C=CC(=C1)F